ClC1=C(C=C(C(=C1)F)C1=NC=NC2=CC(=CC=C12)N1CCOCC1)C(C1=NN(C(C=C1)=O)CC(=O)N)O 2-(3-{[2-Chloro-4-fluoro-5-(7-morpholin-4-ylquinazolin-4-yl)-phenyl]hydroxymethyl}-6-oxo-6H-pyridazin-1-yl)acetamide